O[C@@H]1[C@H]([C@H](NC1)CC1=CC=C(C=C1)OC)OC(=O)NNC(CC)=O 1-{[(2R,3S,4S)-4-hydroxy-2-[(4-methoxyphenyl)methyl]pyrrolidin-3-yl]oxy}-N'-propanoylformohydrazide